6-(pyrazin-2-yl)pyridazin-3-ol N1=C(C=NC=C1)C1=CC=C(N=N1)O